C1(CC1)[C@H](C1=CC=2N(N=C1)C=C(N2)[C@@H](NC(=O)C2=NON=C2C)C2CCC(CC2)(F)F)NC([C@@H]([C@H](C(F)(F)F)C)F)=O |o1:33,34| N-((S)-(7-((R)-Cyclopropyl((2R*,3R*)-2,4,4,4-tetrafluoro-3-methylbutanamido)methyl)imidazo[1,2-b]pyridazin-2-yl)(4,4-difluorocyclohexyl)methyl)-4-methyl-1,2,5-oxadiazole-3-carboxamide